C(C)OC(CC1CCN(CC1)C1=C(C=C(C=C1F)C=1SC=C(N1)OCC1CC1)F)=O {1-[4-(4-cyclopropylmethoxy-thiazol-2-yl)-2,6-difluoro-phenyl]-piperidin-4-yl}acetic acid ethyl ester